CC(=CCC1(C=CC(=C2COC=3C=C(C=C(C3C2=O)O)O)C=C1)O)C 4'-dimethylallyl-genistein